3'-O-azidomethylthymidine N(=[N+]=[N-])CO[C@H]1C[C@@H](O[C@@H]1CO)N1C(=O)NC(=O)C(C)=C1